2-(2,4-dioxotetrahydropyrimidin-1(2H)-yl)-5-((4-(6-methylthieno[2,3-d]pyrimidin-4-yl)-3,6-dihydropyridin-1(2H)-yl)methyl)isoindoline-1,3-dione O=C1N(CCC(N1)=O)N1C(C2=CC=C(C=C2C1=O)CN1CCC(=CC1)C=1C2=C(N=CN1)SC(=C2)C)=O